4-(2-oxo-5-(phenylamino)-1,2-dihydropyridin-3-yl)benzamide O=C1NC=C(C=C1C1=CC=C(C(=O)N)C=C1)NC1=CC=CC=C1